(E)-2-(1-Ethylpiperidin-4-yl)-N-((1,2,3,5,6,7-hexahydro-s-indacen-4-yl)carbamoyl)ethen-1-sulfonamid C(C)N1CCC(CC1)/C=C/S(=O)(=O)NC(NC1=C2CCCC2=CC=2CCCC12)=O